C(C1=CC=CC=C1)N(CC1=CC=CC=C1)C[C@]1(CC2(OCCO2)CCC1=O)C |r| rac-7-((dibenzylamino)methyl)-7-methyl-1,4-dioxaspiro[4.5]decan-8-one